C1(=CC=CC=C1)C1=C2C(=C(C=3C=4C=CC(=C5C=CC=C(C13)C54)C5=CC=C(C=C5)B(O)O)C5=CC=CC=C5)C=CC=C2 p-(7,12-diphenylbenzo[K]fluoranthen-3-yl)phenylboronic acid